2-(3-methoxynaphthalen-1-yl)acetaldehyde COC=1C=C(C2=CC=CC=C2C1)CC=O